COC1=CC=C(C=C1)C1=CC(=NN1)NC1=CC(=CC=C1)N N1-(5-(4-methoxyphenyl)-1H-pyrazol-3-yl)benzene-1,3-diamine